C(CCCCCCCCCCC)(=O)OCC(COC(CCCCCCCCCCC)=O)OC(/C=C/C(=O)[O-])=O (E)-4-((1,3-bis(dodecanoyloxy) propan-2-yl) oxy)-4-oxobut-2-enoate